CC(C)(C)OC(=O)N(C1=C(C=C(C=2N1C=NC2)C=C)C(=O)OC)C(=O)OC(C)(C)C Methyl 5-[bis[(2-methylpropan-2-yl)oxycarbonyl]amino]-8-ethenylimidazo[1,5-a]pyridine-6-carboxylate